2-(1-(3-amino-4-(4,4,5,5-tetramethyl-1,3,2-dioxaborolan-2-Yl)-1H-pyrazol-1-yl)-3-(benzyloxy)cyclobutyl)acetonitrile NC1=NN(C=C1B1OC(C(O1)(C)C)(C)C)C1(CC(C1)OCC1=CC=CC=C1)CC#N